S(N)(=O)(=O)C=1C=C(C=CC1)C=1C=C2C=CN(C2=C(C1)C(=O)NCC1=CC=C(C(=O)O)C=C1)CC1=CC=C(C=C1)C(F)(F)F 4-((5-(3-sulfamoylphenyl)-1-(4-(trifluoromethyl)benzyl)-1H-indole-7-carboxamido)methyl)benzoic acid